C(C)C1CN(CCN1)C1=CC=CC=2OC(COC21)C 5-(3-ethylpiperazin-1-yl)-2-methyl-2,3-dihydro-1,4-benzodioxine